ClC1=NC=C2C=C(C(N(C2=C1)C)=O)B(O)O (7-chloro-1-methyl-2-oxo-1,2-dihydro-1,6-naphthyridin-3-yl)boronic acid